1-tert-butoxycarbonyl-5-[6-(2,6-dimethylphenyl)-2-[(5-nitro-3-pyridyl)sulfonylamino]pyrimidin-4-yl]oxy-piperidine-3-carboxylic acid C(C)(C)(C)OC(=O)N1CC(CC(C1)OC1=NC(=NC(=C1)C1=C(C=CC=C1C)C)NS(=O)(=O)C=1C=NC=C(C1)[N+](=O)[O-])C(=O)O